4-(4-(4-(2,4-dioxotetrahydropyrimidin-1(2H)-yl)phenyl)piperazin-1-yl)cyclohexane-1-carbaldehyde O=C1N(CCC(N1)=O)C1=CC=C(C=C1)N1CCN(CC1)C1CCC(CC1)C=O